C(#N)C=1C(=NC(=C(C1C1CC1)C#N)N(C)CC(=O)N1CC(C1)O)SC(C(=O)N)C1=CC=CC=C1 2-((3,5-Dicyano-4-cyclopropyl-6-((2-(3-hydroxyazetidin-1-yl)-2-oxoethyl)(methyl)amino)pyridin-2-yl)thio)-2-phenylacetamide